6-chloro-N-(4-cyano-2-fluorophenyl)-1-methylindole-3-sulfonamide ClC1=CC=C2C(=CN(C2=C1)C)S(=O)(=O)NC1=C(C=C(C=C1)C#N)F